CSCCON=C(C1=CC=CC=C1)C=1C=NC(=C(C1)S(=O)(=O)CC)C1=NN2C(C=C(C=C2)C(F)(F)F)=N1 (5-ethylsulfonyl-6-(7-trifluoromethyl-[1,2,4]triazolo[1,5-a]pyridin-2-yl)pyridin-3-yl)phenylmethanone O-(2-methylthioethyl)oxime